NC1=CC(=C(OC2=C3C(=NC=C2)N(C=C3C=3C=NC(=C(C#N)C3)OC)COCC[Si](C)(C)C)C(=C1)F)F 5-[4-(4-amino-2,6-difluorophenoxy)-1-{[2-(trimethylsilyl)ethoxy]methyl}-1H-pyrrolo[2,3-b]pyridin-3-yl]-2-methoxynicotinonitrile